Hydrazine-1-carboxylate N(N)C(=O)[O-]